BrC=1C=NC(=CC1)Br 3,6-dibromopyridin